(1S,2S)-2-((2-methyl-6-(1-methyl-5-(((4-phenylpyrimidin-2-yl)amino)methyl)-1H-pyrazol-4-yl)pyridin-3-yl)carbamoyl)cyclohexane-1-carboxylic acid CC1=NC(=CC=C1NC(=O)[C@@H]1[C@H](CCCC1)C(=O)O)C=1C=NN(C1CNC1=NC=CC(=N1)C1=CC=CC=C1)C